C1CCC12N(CCC2)CC(=O)NC=2C=C(C(=NC2)C)NC(=O)C=2C=C1C(=NC2)NC(=C1)C=1C=NN(C1)C N-(5-(2-(5-azaspiro[3.4]octan-5-yl)acetamido)-2-methylpyridin-3-yl)-2-(1-methyl-1H-pyrazol-4-yl)-1H-pyrrolo[2,3-b]pyridine-5-carboxamide